(5-methoxypyridin-2-yl)-N-(3-methylpyridin-2-yl)thiazol-2-amine COC=1C=CC(=NC1)C=1N=C(SC1)NC1=NC=CC=C1C